C(C)(C)(C)OC(N(C)C1CCN(CC1)C1=CC2=C(C=N1)C(=NN2C)C=2C(=NC(=CC2)OCC2=CC=CC=C2)OCC2=CC=CC=C2)=O.BrC2=CC=C(O2)C(=O)NCCOC 5-bromo-N-(2-methoxyethyl)furan-2-carboxamide tert-Butyl-N-[1-[3-(2,6-dibenzyloxy-3-pyridyl)-1-methyl-pyrazolo[4,3-c]pyridin-6-yl]-4-piperidyl]-N-methyl-carbamate